FC=1C=C2C(=NN(C2=C(C1C1CCN(CC1)C[C@H]1[C@H](CNCC1)F)F)C)C1C(NC(CC1)=O)=O 3-[5,7-difluoro-6-[1-[[(3R,4S)-3-fluoro-4-piperidyl]methyl]-4-piperidyl]-1-methyl-indazol-3-yl]piperidine-2,6-dione